C(C)OC=1C=C(C=C(C1)OC)C1=CC(=NN1CC1=C(C=CC=C1)OCC)COC(C(=O)O)(C)C 2-([5-(3-Ethoxy-5-methoxyphenyl)-1-[(2-ethoxyphenyl)methyl]-1H-pyrazol-3-yl]methoxy)-2-methylpropanoic acid